O1C(=CC=C1)C=1C=C(C=CC1)NC(=O)C1C(=NN(C1=O)C=1C=C(C(=O)O)C=CC1)C 3-(4-((3-(Furan-2-yl)phenyl)carbamoyl)-3-methyl-5-oxo-4,5-dihydro-1H-pyrazol-1-yl)benzoic acid